pyrrolidine methyl-acetate COC(C)=O.N1CCCC1